Cl.CN(C1CNC1)C N,N-Dimethylazetidin-3-amine-hydrochloride salt